N-(4-cyano-3-pyridyl)-7-[4-(trifluoromethyl)phenoxy]-3,4-dihydro-1H-isoquinoline-2-carboxamide C(#N)C1=C(C=NC=C1)NC(=O)N1CC2=CC(=CC=C2CC1)OC1=CC=C(C=C1)C(F)(F)F